C(C)(C)(C)[Si](O[C@H](C)C1=CC(=CC=C1)SC)(C)C tert-butyl-dimethyl-[(1R)-1-(3-methylsulfanylphenyl)ethoxy]silane